5-fluoro-4-(8-fluoro-4-isopropyl-3,4-dihydro-2H-benzo[b][1,4]oxazin-6-yl)-N-(5-(1-methylpiperidin-4-yl)pyridin-2-yl)pyrimidin-2-amine FC=1C(=NC(=NC1)NC1=NC=C(C=C1)C1CCN(CC1)C)C1=CC2=C(OCCN2C(C)C)C(=C1)F